C(CCCCCCCCCCCCCCCCC)C=1C(=C(C(=CC1C)C(C)(C)C)O)C(C)(C)C n-octadecyl-2,6-di(t-butyl)-4-methylphenol